O[C@H]1CN(CC1)CCCOC=1C(=C(C=CC1)C1=C(C(=CC=C1)COC=1C=CC2=C(N(CN(C2)CC(=O)OC)C)N1)C)C Methyl (R)-2-(7-((3'-(3-(3-hydroxypyrrolidin-1-yl)propoxy)-2,2'-dimethyl-[1,1'-biphenyl]-3-yl)methoxy)-1-methyl-1,4-dihydropyrido[2,3-d]pyrimidin-3(2H)-yl)acetate